N[C@@H](C(=O)OC)CCN1C(N(C2=C1C=C(C=C2)NC2=C(C(=NC=C2)Cl)C#N)C)=O Methyl (2R)-2-amino-4-[6-[(2-chloro-3-cyano-4-pyridyl)amino]-3-methyl-2-oxo-benzimidazol-1-yl]butanoate